BrC1=CC=C(C=C1)NC1CCN(CC1)C N-(4-bromophenyl)-1-methylpiperidin-4-amine